OCCCOC(C=C)=O acrylic acid Hydroxypropyl ester